tert-butyl (1S,2R,3R,5R)-3-((3-(2-(dimethylcarbamoyl)-5-(methoxymethoxy)benzofuran-6-yl)-1,2,4-triazin-6-yl)(methyl)amino)-2-fluoro-8-azabicyclo[3.2.1]octane-8-carboxylate CN(C(=O)C=1OC2=C(C1)C=C(C(=C2)C=2N=NC(=CN2)N([C@H]2[C@H]([C@@H]1CC[C@H](C2)N1C(=O)OC(C)(C)C)F)C)OCOC)C